2-[6-amino-5-[8-[2-[3-(4-methylazepan-1-yl)prop-1-ynyl]-4-pyridyl]-3,8-diazabicyclo[3.2.1]octan-3-yl]pyridazin-3-yl]phenol NC1=C(C=C(N=N1)C1=C(C=CC=C1)O)N1CC2CCC(C1)N2C2=CC(=NC=C2)C#CCN2CCC(CCC2)C